(3-aminopropyl)tri(trimethylsilyloxy)silane NCCC[Si](O[Si](C)(C)C)(O[Si](C)(C)C)O[Si](C)(C)C